C(C)(C)(C)C1=CC=C2C=3C(=CC(=CC3C(C2=C1)(C)C)C)C1=CC=C(C=C1)NC1=CC=2C(C3=CC=CC=C3C2C=C1)(C)C N-[4-(7-tert-butyl-2,9,9-trimethyl-9H-fluoren-4-yl)phenyl]-9,9-dimethyl-9H-fluoren-2-amin